ClC1=CC=C(OC2(CCC2)C(=O)NC2=CC(=CC=C2)C2=CSC(=C2)C2=NOC(N2)=O)C=C1 1-(4-chlorophenoxy)-N-(3-(5-(5-oxo-4,5-dihydro-1,2,4-oxadiazol-3-yl)thiophen-3-yl)phenyl)cyclobutane-1-carboxamide